3',5'-di-tert-butyl-4-bromo-1,1'-biphenyl C(C)(C)(C)C=1C=C(C=C(C1)C(C)(C)C)C1=CC=C(C=C1)Br